C(=O)(O)[C@H](CC(=O)N1CC2=C(C(=CC(=C2C1)F)OC)C)C 2-((S)-3-carboxybutanoyl)-4-fluoro-6-methoxy-7-methylisoindolin